COC1=CC=C(C=C1)C1=NOC(=N1)N1CCC(CC1)C(=O)N1CCCC1 (1-(3-(4-methoxyphenyl)-1,2,4-oxadiazol-5-yl)piperidin-4-yl)(pyrrolidin-1-yl)methanone